C(C)OC(C(CC1=CC(=CC=C1)OC)C1CCNCC1)=O ethyl-3-(3-methoxyphenyl)-2-(4-piperidyl)propanoate